(R)-4-chloro-2-(2-hydroxyethyl)-5-(3-((4-(piperidin-4-yl)pyridin-2-yl)oxy)pyrrolidin-1-yl)pyridazin-3(2H)-one ClC=1C(N(N=CC1N1C[C@@H](CC1)OC1=NC=CC(=C1)C1CCNCC1)CCO)=O